CCCCCCCC=CCCCCCCC hexadec-8-ene